CC1(C(C=CC=C1)NC(CCC=C)=O)C N-(2,2-dimethylphenyl)pent-4-enamide